ethyl (+)-(4R)-4-ethenyl-2-hydroxycyclohex-1-ene-1-carboxylate C(=C)[C@H]1CC(=C(CC1)C(=O)OCC)O